methyl (2E)-2-cyano-3-[4-(trifluoromethyl)phenyl]prop-2-enoate C(#N)/C(/C(=O)OC)=C\C1=CC=C(C=C1)C(F)(F)F